2,2-Difluoro-3-((6s,8r)-6-(4-((1-(3-fluoropropyl)azetidin-3-yl)amino)-2-methoxyphenyl)-8-methyl-3,6,8,9-tetrahydro-7H-pyrazolo[4,3-f]isoquinolin-7-yl)propan-1-ol FC(CO)(CN1[C@@H](C2=CC=C3C(=C2C[C@H]1C)C=NN3)C3=C(C=C(C=C3)NC3CN(C3)CCCF)OC)F